C1=2C=C(C=CC2CC1)[C@H]([C@@H]1[C@H]([C@H]([C@@H](C1)N1C=CC2=C1N=CN=C2NC(N(C)C)=O)O)O)O 3-(7-((1R,2S,3R,4R)-4-((S)-bicyclo[4.2.0]octa-1(6),2,4-trien-3-yl(hydroxy)methyl)-2,3-dihydroxycyclopentyl)-7H-pyrrolo[2,3-d]pyrimidin-4-yl)-1,1-dimethylurea